imidazothiazole-5-sulfonamide S1CN=C2C1=NC(=N2)S(=O)(=O)N